(R)-N-((3-((S)-1-cyclopropylethyl)bicyclo[4.2.0]octa-1,3,5-trien-2-yl)carbamoyl)-2-(2-Hydroxypropan-2-yl)thiazole C1(CC1)[C@H](C)C=1C(=C2CCC2=CC1)NC(=O)N1[C@H](SC=C1)C(C)(C)O